O=C1NC(CCC1NC1=CC=C(OC2=CC=C(CN3CCC(CC3)C3CCN(CC3)C=3C=C4C(N(C(C4=CC3)=O)[C@H](CS(=O)(=O)C)C3=CC(=C(C=C3)OC)OCC)=O)C=C2)C=C1)=O 5-(1'-(4-(4-((2,6-dioxopiperidin-3-yl)amino)phenoxy)benzyl)-[4,4'-bipiperidin]-1-yl)-2-((S)-1-(3-ethoxy-4-methoxyphenyl)-2-(methylsulfonyl)ethyl)isoindoline-1,3-dione